ClC=1C(=C(C=C2NC(C=3N(C12)C(=NN3)C)(C)C)F)C=3C=CC=C1C(=CNC31)C3CCC3 9-chloro-8-(3-cyclobutyl-1H-indol-7-yl)-7-fluoro-1,4,4-trimethyl-5H-[1,2,4]triazolo[4,3-a]quinoxaline